5',5'''-diphenyl-[1,1':3',1'':3'',1''':3''',1''''-quinquephenyl] C1(=CC=CC=C1)C=1C=C(C=C(C1)C1=CC=CC=C1)C1=CC(=CC=C1)C1=CC(=CC(=C1)C1=CC=CC=C1)C1=CC=CC=C1